OC1=C(C(=O)NC2=CC(=NC=C2)C(=O)O)C=C(C(=C1)S(=O)(=O)O)O 4-(2,5-dihydroxy-4-sulfobenzamido)picolinic acid